S1C(=NC2=C1C=CC=C2)C(CC2=CC(=CC=C2)\C(\N)=N/O)NS(=O)(=O)C=2C=C(C=CC2)NC(=O)C2=CN=NS2 N-[3-[[1-(1,3-benzothiazol-2-yl)-2-[3-[(E)-N'-hydroxycarbamimidoyl]phenyl]ethyl]sulfamoyl]phenyl]thiadiazole-5-carboxamide